(1R)-1-methyl-N-(1-methylcyclopropyl)-5-oxo-4-(prop-2-yn-1-yl)-1H,2H-imidazo[1,2-a]quinazoline-7-sulfonamide C[C@@H]1CN=C2N1C1=CC=C(C=C1C(N2CC#C)=O)S(=O)(=O)NC2(CC2)C